N-((S)-(4,4-Difluorocyclohexyl)(6-((R)-1-(4,4,4-trifluorobutanamido)ethyl)-1H-benzo[d]imidazol-2-yl)methyl)-1-methyl-5-(trifluoromethyl)-1H-pyrazole-4-carboxamide FC1(CCC(CC1)[C@H](NC(=O)C=1C=NN(C1C(F)(F)F)C)C1=NC2=C(N1)C=C(C=C2)[C@@H](C)NC(CCC(F)(F)F)=O)F